C1=C(C=CC2=CC=CC=C12)C[SH+]CC1=CC=CC=C1 2-naphthylmethylbenzylsulfonium